C(=O)([O-])C(O)C(O)C(=O)[O-].[K+].[K+] Kalium tartrate